methylcarbamic acid CNC(O)=O